methyl 3-(9-((4-(aminomethyl)-2,6-dimethylphenyl)carbamoyl)-4,5-dihydrobenzo[b]thieno[2,3-d]oxepin-8-yl)-6-((5-oxopyrrolidin-3-yl)carbamoyl)picolinate NCC1=CC(=C(C(=C1)C)NC(=O)C1=CC2=C(OCCC3=C2SC=C3)C=C1C=1C(=NC(=CC1)C(NC1CNC(C1)=O)=O)C(=O)OC)C